8-(4,4-difluorocyclohex-1-en-1-yl)-N-(1-hydroxypropan-2-yl)quinoline-3-carboxamide FC1(CC=C(CC1)C=1C=CC=C2C=C(C=NC12)C(=O)NC(CO)C)F